CC(=CCCC(=C)C1CC[C@@]2([C@@H]1CC[C@H]3[C@]2(CC[C@@H]4[C@@]3(CC[C@@H](C4(C)C)O)C)C)C)C dammara-20,24-dien-3β-ol